CN1CC(CCC1)C1=CC=C2C(NN=C(C2=C1)N[C@H](C)C=1C=C(C=C(C1)C(F)(F)F)CC(=O)N)=O (3-((1R)-1-((7-(1-methylpiperidin-3-yl)-4-oxo-3,4-dihydrophthalazin-1-yl)amino)ethyl)-5-(trifluoromethyl)phenyl)acetamide